3-chloro-4-((1-ethoxy-1-oxopropan-2-yl)sulfinyl)benzoic acid ClC=1C=C(C(=O)O)C=CC1S(=O)C(C(=O)OCC)C